(S)-(11-chloro-2-(piperidin-3-ylamino)-5,6,7,8-tetrahydropyrimido[4',5':3,4]cyclohepta[1,2-b]indol-9-yl)dimethylphosphine oxide ClC1=CC=2C3=C(NC2C(=C1)P(C)(C)=O)CCCC1=C3N=C(N=C1)N[C@@H]1CNCCC1